N1C=CC2=CC(=CC=C12)[C@@H]1CC=NN1C(C(C)(C)C)=O (S)-1-(5-(1H-indol-5-yl)-4,5-dihydro-1H-pyrazol-1-yl)-2,2-dimethylpropan-1-one